2-ETHOXY-3-FLUOROPHENYLBORONIC ACID C(C)OC1=C(C=CC=C1F)B(O)O